8-(3-ethoxy-3-oxo-propyl)-3,3-difluoro-4-methyl-chromane-4-carboxylic acid C(C)OC(CCC=1C=CC=C2C(C(COC12)(F)F)(C(=O)O)C)=O